diethyl (4-((7,8-difluoro-2-methyl-3,4-dihydro-5H-pyrimido[5,4-b]indol-5-yl)methyl)benzyl)phosphonate FC=1C(=CC=2C3=C(N(C2C1)CC1=CC=C(CP(OCC)(OCC)=O)C=C1)CNC(=N3)C)F